COC1=CC=C(C=C1)CNC1=CC=CC=C1 N-[(4-methoxyphenyl)methyl]aniline